OC=1C=C(C(=O)O)C=CC1C(C)(CCCC(C)C)O 3-hydroxy-4-(2-hydroxy-6-methyl-2-heptyl)benzoic acid